(4-((4-([1,1'-biphenyl]-3-yl)-5-chloropyrimidin-2-yl)amino)piperidin-1-yl)(1-methylpiperidin-4-yl)methanone C1(=CC(=CC=C1)C1=NC(=NC=C1Cl)NC1CCN(CC1)C(=O)C1CCN(CC1)C)C1=CC=CC=C1